tert-butyl N-(2-amino-5,5-difluorohexyl)carbamate NC(CNC(OC(C)(C)C)=O)CCC(C)(F)F